C(C)(C)(C)OC(=O)N1[C@H](CC(C1)N1N=C(C=2C(=NC=CC21)N)I)COC (2R)-4-[4-amino-3-iodopyrazolo[4,3-c]pyridin-1-yl]-2-(methoxymethyl)pyrrolidine-1-carboxylic acid tert-butyl ester